ethyl (Z)-4-(bicyclo[4.2.0]octa-1,3,5-trien-3-yl (methyl) amino)-4-oxobut-2-enoate C12=CC(=CC=C2CC1)N(C(\C=C/C(=O)OCC)=O)C